C1(CCCC1)[C@@H](C#N)CN1N=CC(=C1)C=1C2=C(N=CN1)NC=C2 (R)-cyclopentyl-3-[4-(7H-pyrrolo[2,3-d]pyrimidin-4-yl)-1H-pyrazol-1-yl]propionitrile